3-((3-((t-butoxycarbonyl)methylamino)-4-chlorobenzyl)amino)-4-methyl-1H-pyrrole-2-carboxylic acid ethyl ester C(C)OC(=O)C=1NC=C(C1NCC1=CC(=C(C=C1)Cl)NCC(=O)OC(C)(C)C)C